2,6-bis(benzyloxy)-[3,3-bipyridine] C(C1=CC=CC=C1)OC1=NC(=CC=C1C=1C=NC=CC1)OCC1=CC=CC=C1